dimethyl 4,4'-(sulfinylbis(methylene))bis(5-fluoro-2-nitrobenzoate) S(=O)(CC1=CC(=C(C(=O)OC)C=C1F)[N+](=O)[O-])CC1=CC(=C(C(=O)OC)C=C1F)[N+](=O)[O-]